FC=1C=C2N(C(C(N(C2=CC1)C1CCNCC1)=O)=O)C 4-(6-fluoro-4-methyl-2,3-dioxo-3,4-dihydroquinoxalin-1(2H)-yl)piperidin